NC1=CC=C(C=C1)C#CC1=C(C=C(C(=C1)C#CC1=CC=C(C=C1)N)C#CC1=CC=C(C=C1)N)C#CC1=CC=C(C=C1)N 1,2,4,5-tetrakis(4-aminophenylethynyl)benzene